BrC1=CC=C(C=C1)C(CC)(CC)O 3-(4-bromophenyl)pentan-3-ol